BrC=1C=CC(=C(C1)NC=1C=C(C=CC1)NC(OC(C)(C)C)=O)[N+](=O)[O-] tert-butyl (3-((5-bromo-2-nitrophenyl)amino)phenyl)carbamate